OO ANTI-HYDROGEN PEROXIDE